(S)-N'-(4-(difluoromethoxy)-2,6-diisopropylphenylcarbamoyl)-2-(2-hydroxypropan-2-yl)thiazole-5-sulfonimidamide FC(OC1=CC(=C(C(=C1)C(C)C)NC(=O)N=[S@@](=O)(N)C1=CN=C(S1)C(C)(C)O)C(C)C)F